heptadecyl-α-heptadecyl-nitrone C(CCCCCCCCCCCCCCCC)C(=[NH+][O-])CCCCCCCCCCCCCCCCC